2-((1R,5S)-3,3-difluoro-8-azabicyclo[3.2.1]octan-8-yl)-6-fluoro-N-(2-sulfamoylpyridin-4-yl)quinoline-3-carboxamide FC1(C[C@H]2CC[C@@H](C1)N2C2=NC1=CC=C(C=C1C=C2C(=O)NC2=CC(=NC=C2)S(N)(=O)=O)F)F